3-(2-oxo-5,6-dihydro-4H-imidazo[1,5,4-de]quinoxaline-1(2H)-yl)piperidine-2,6-dione O=C1N(C=2C=3N1CCNC3C=CC2)C2C(NC(CC2)=O)=O